O=S1(CCC(CC1)CC(=O)NCC1=CC(=NC=C1)OCC(F)(F)F)=O 2-(1,1-Dioxidotetrahydro-2H-thiopyran-4-yl)-N-((2-(2,2,2-trifluoroethoxy)pyridin-4-yl)methyl)acetamide